C(C#C)NC(=O)C1CCCCC1 N-(prop-2-yn-1-yl)cyclohexane-1-carboxamide